C[C@H](C(C)(C)C)NC(=O)C=1C=2C[C@@H]3[C@H](C2N(N1)C1=NC=CN=C1)C3 (1aR,5aR)-2-Pyrazin-2-yl-1a,2,5,5a-tetrahydro-1H-2,3-diaza-cyclopropa[a]pentalene-4-carboxylic acid ((R)-1,2,2-trimethyl-propyl)-amide